C(C1=CC=CC=C1)N1C=C(C(=C1)Cl)B(O)O 1-BENZYL-4-CHLORO-PYRROL-3-YLBORONIC ACID